ClC([C@H]1OC([C@H]2N1CCC2)=O)(Cl)Cl (3R,7aS)-3-(trichloromethyl)-5,6,7,7a-tetrahydro-3H-pyrrolo[1,2-c]oxazol-1-one